ClC=1CCOCC1\C=C\C1(SCCCS1)C1=CC(=C(C(=C1)OC)OC)OC (E)-4-chloro-5-(2-(2-(3,4,5-trimethoxyphenyl)-1,3-dithian-2-yl)vinyl)-3,6-dihydro-2H-pyran